C(CCCCC)OCCCCCC monon-hexyl ether